C(C)(=O)OCC acetic Acid, Ethyl Ester